[Al].[Fe].[Cu].[Ni] nickel copper iron aluminum